[(2S,3S)-3-(2-methylphenyl)butan-2-yl] (2S)-2-[(4-methoxy-3-propanoyloxypyridine-2-carbonyl)amino]propanoate COC1=C(C(=NC=C1)C(=O)N[C@H](C(=O)O[C@@H](C)[C@@H](C)C1=C(C=CC=C1)C)C)OC(CC)=O